piperonyl-glucose C(C1=CC=2OCOC2C=C1)C(=O)[C@H](O)[C@@H](O)[C@H](O)[C@H](O)CO